7-hydroxy-5-methyl-1-phenyl-1,2,3,4,4a,5-hexahydrodipyrido[1,2-b:2',1'-f][1,2,4]triazine-6,8-dione OC=1C(C=CN2N3C(N(C(C21)=O)C)CCCC3C3=CC=CC=C3)=O